C(CCCCCCC)[PH2+]CCCCCCCC dioctyl-phosphonium